C(#C)C=1C=CC(=C(C1)O)C1=C(N=C(N=N1)N[C@H]1CN(CCC1)C)C (R)-5-ethynyl-2-(5-methyl-3-((1-methylpiperidin-3-yl)amino)-1,2,4-triazin-6-yl)phenol